ClC1=NC=C(C(=C1)C1=C(C=NC(=C1)C)C(=O)NC=1SC=2C(=NC=C(C2)N2CCC(CC2)O)N1)OC 2'-chloro-N-[6-(4-hydroxypiperidin-1-yl)-[1,3]thiazolo[4,5-b]pyridin-2-yl]-5'-methoxy-6-methyl-[4,4'-bipyridine]-3-carboxamide